tert-butyl (1-(3-(4-(4-((2,6-dioxopiperidin-3-yl)(methyl)amino)-2-fluorophenyl) piperazin-1-yl)propanoyl)piperidin-4-yl)carbamate O=C1NC(CCC1N(C1=CC(=C(C=C1)N1CCN(CC1)CCC(=O)N1CCC(CC1)NC(OC(C)(C)C)=O)F)C)=O